di(tert-butyl-peroxy-isopropyl)benzene methyl-hexadecanoate chloride [Cl-].COC(CCCCCCCCCCCCCCC)=O.C(C)(C)(C)OOC(C)(C)C1=C(C=CC=C1)C(C)(C)OOC(C)(C)C